Phenylethynyl-4-bromo-2-naphthol C1(=CC=CC=C1)C#CC1=C(C=C(C2=CC=CC=C12)Br)O